octanoic acid undec-10-yn-1-yl ester C(CCCCCCCCC#C)OC(CCCCCCC)=O